BrC=1C=C(C=C(C1)C1=NC=CC=C1)C1=NC=CC=C1 5-bromo-1,3-phenylenedipyridine